NC(C1=NC2=C(N1)C=CC(=C2F)C(C(=O)N)C2=CC=NC=C2)C2CCCCCCC2 2-{2-[amino(cyclooctyl)methyl]-4-fluoro-1H-benzoimidazol-5-yl}-2-(pyridin-4-yl)-acetamide